[K].[Na].[Mo] molybdenum sodium, potassium salt